N-[(3S,4R)-3-fluoro-1-methylpiperidin-4-yl]-2-(5-{[(4-methanesulfonyl-2-methoxyphenyl)amino]methyl}-1,3,4-thiadiazol-2-yl)-1-(2,2,2-trifluoroethyl)-1H-indol-4-amine F[C@H]1CN(CC[C@H]1NC=1C=2C=C(N(C2C=CC1)CC(F)(F)F)C=1SC(=NN1)CNC1=C(C=C(C=C1)S(=O)(=O)C)OC)C